CC=1C(=C(C(=O)O)C=CC1)C1=CC1 methylcyclopropenylbenzoic acid